ClC1=CC(=C(C(=N1)N)[N+](=O)[O-])N(C)CC1(CCCC1)COCC 6-Chloro-N4-{[1-(ethoxymethyl)cyclopentyl]methyl}-N4-methyl-3-nitropyridine-2,4-diamine